C=CCCCCC Hept-1-ene